4-(cyanomethyl)benzoic acid C(#N)CC1=CC=C(C(=O)O)C=C1